FC1=C(C[C@@H](C(C)NC(=O)C2=NN(C(N2)=O)C)CC)C=CC(=C1)F N-((3S)-3-(2,4-difluorobenzyl)pentan-2-yl)-1-methyl-5-oxo-4,5-dihydro-1H-1,2,4-triazole-3-carboxamide